ClC1=CC(=C(C=C1)C1=C(N(N=N1)C)CN1N=CC(=CC1=O)N1CC(C1)OC1=NC=CC=C1)F 2-[[5-(4-chloro-2-fluoro-phenyl)-3-methyl-triazol-4-yl]methyl]-5-[3-(2-pyridyloxy)azetidin-1-yl]pyridazin-3-one